2,5-bis(trifluoromethyl)-3,6-dioxaundecenoylfluoride FC(C(C(=O)F)OC=C(OCCCCC)C(F)(F)F)(F)F